FC1=CC=C2C=NC(=NC2=C1C=1C=C(C=CC1)NC(C=C)=O)NC=1C(=NC(=CC1)N1CCOCC1)OC N-(3-(7-fluoro-2-((2-methoxy-6-morpholinylpyridin-3-yl)amino)quinazolin-8-yl)phenyl)acrylamide